N-((3-(4-methoxyphenyl)bicyclo[1.1.1]pentan-1-yl)methyl)nicotinamide COC1=CC=C(C=C1)C12CC(C1)(C2)CNC(C2=CN=CC=C2)=O